(E)-4-(2-(N-((4-methoxyphenyl)sulfonyl)acetamido)styryl)pyridine ethyl-6-bromo-3-chlorobenzo[b]thiophene-2-carboxylate C(C)OC(=O)C1=C(C2=C(S1)C=C(C=C2)Br)Cl.COC2=CC=C(C=C2)S(=O)(=O)N(C(C)=O)C2=C(/C=C/C1=CC=NC=C1)C=CC=C2